C(C)(C)OC=1C=C2C(=NN(C2=CC1)COCC[Si](C)(C)C)C1=CC(=NC=N1)N1CC(OCC1)CCN1CCN(CC1)C(=O)OC(C)(C)C tert-butyl 4-(2-(4-(6-(5-isopropoxy-1-((2-(trimethylsilyl)ethoxy)methyl)-1H-indazol-3-yl)pyrimidin-4-yl)morpholin-2-yl)ethyl)piperazine-1-carboxylate